FC=1C=C(C=CC1N1CCC(CC1)=O)C1C(NC(CC1)=O)=O 3-[3-fluoro-4-(4-oxo-1-piperidyl)phenyl]piperidine-2,6-dione